4-(6-(4-((1-(3-fluoropropyl)azetidin-3-yl)methyl)phenyl)-3,8,9,10-tetrahydrocyclohepta[e]indol-7-yl)benzonitrile FCCCN1CC(C1)CC1=CC=C(C=C1)C1=C(CCCC=2C=3C=CNC3C=CC21)C2=CC=C(C#N)C=C2